(7-Chloro-2-(4-(chlorosulfonyl)-2,6-difluorophenyl)imidazo[1,2-a]pyridin-3-yl)methanol ClC1=CC=2N(C=C1)C(=C(N2)C2=C(C=C(C=C2F)S(=O)(=O)Cl)F)CO